(E)-3-(1-ethyl-2-oxo-2,3-dihydro-1H-imidazo[4,5-b]pyridin-6-yl)-N-methyl-N-((1-methyl-1H-indol-2-yl)methyl)acrylamide C(C)N1C(NC2=NC=C(C=C21)/C=C/C(=O)N(CC=2N(C1=CC=CC=C1C2)C)C)=O